CC1(OC[C@@H](O1)[C@@H]1C([C@H]2OC(O[C@H]2O1)(C)C)O)C (3aR,5S,6aR)-5-((R)-2,2-dimethyl-1,3-dioxolan-4-yl)-2,2-dimethyltetrahydrofurano[3,2-d][1,3]dioxolan-6-ol